tert-butyl N-(2-{7-benzyl-2,7-diazaspiro[4.4]nonan-2-yl}-2-oxo-ethyl)carbamate C(C1=CC=CC=C1)N1CC2(CCN(C2)C(CNC(OC(C)(C)C)=O)=O)CC1